NC=1C=NC=C(C(=O)NC(C)C)C1 5-amino-N-isopropylnicotinamide